(2S)-2-{[1-cyclopentyl-5-(2,6-dimethoxyphenyl)-1H-pyrazol-3-yl]formamido}-4-phenyl-N-(1,3-thiazol-2-ylmethyl)butanamide C1(CCCC1)N1N=C(C=C1C1=C(C=CC=C1OC)OC)C(=O)N[C@H](C(=O)NCC=1SC=CN1)CCC1=CC=CC=C1